S1C2=C(C=C1C1=CC(=CC(=N1)N1N=CC=3C(=NC(=CC31)C=3C=NC=CC3OC)C)N3[C@@H]([C@H](C3)CS(=O)(=O)C)C)C=CC=C2 1-(6-(Benzo[b]thiophen-2-yl)-4-((2R,3S)-2-methyl-3-((methylsulfonyl)methyl)azetidin-1-yl)pyridin-2-yl)-6-(4-methoxypyridin-3-yl)-4-methyl-1H-pyrazolo[4,3-c]pyridine